(1,3-bis(allyloxy) propan-2-yl) dichlorophosphite P(OC(COCC=C)COCC=C)(Cl)Cl